[Sn](=S)=S tin disulphide